C1(CCCC(CCCCCC1)=O)=O Cycloundecan-1,5-dion